2,2'-thio-diethylenebis[3-(3,5-di-tert-butyl-4-hydroxyphenyl)propionate] S(CCC(C(=O)[O-])CC1=CC(=C(C(=C1)C(C)(C)C)O)C(C)(C)C)CCC(C(=O)[O-])CC1=CC(=C(C(=C1)C(C)(C)C)O)C(C)(C)C